(5-chloro-6-methyl-3-pyridyl)-2-[(2S,5R)-5-methyl-2-(2-oxo-3,4-dihydro-1H-quinolin-6-yl)-1-piperidyl]-2-oxo-acetamide ClC=1C=C(C=NC1C)NC(C(=O)N1[C@@H](CC[C@H](C1)C)C=1C=C2CCC(NC2=CC1)=O)=O